tert-Butyl N-[5-[2-chloro-4-[2-[[3-(2,2-dimethylpropyl) isoxazol-5-yl]amino]-2-oxo-ethyl]phenyl]-4-cyano-2-isopropyl-pyrazol-3-yl]carbamate ClC1=C(C=CC(=C1)CC(=O)NC1=CC(=NO1)CC(C)(C)C)C=1C(=C(N(N1)C(C)C)NC(OC(C)(C)C)=O)C#N